C(CCC)OC1(CC(C(CC1)C(C)C)C1=CC(=C(C=C1)O)OC)C 4-(butoxymenthyl)-2-methoxy-phenol